C(=O)O.CN(C(CNC=1N=NC(=C2C1C=NC=C2)C2=C(C=C(C=C2)C(F)(F)F)O)(C)C)C 2-(4-{[2-(dimethylamino)-2-methylpropyl]amino}pyrido[3,4-d]pyridazin-1-yl)-5-(trifluoromethyl)phenol formate salt